ClC1=C([C@@H](N)C(=O)O)C=CC=C1 (R)-o-chlorophenylglycine